[4-(2-benzyloxy-6-bromo-phenyl)-2,2-dimethyl-but-3-ynyloxy]-tert-butyl-dimethyl-silane C(C1=CC=CC=C1)OC1=C(C(=CC=C1)Br)C#CC(CO[Si](C)(C)C(C)(C)C)(C)C